5-methoxy-2,3-dihydrobenzofuran-6-sulfonyl chloride COC=1C(=CC2=C(CCO2)C1)S(=O)(=O)Cl